FC(C1=C(C=CC(=C1)C(F)(F)F)C(C)N1N=CC(=C1)C=1C(=NC=CC1)C=1C=NC=C(C1)C(=O)N)(F)F (1-(1-(2,4-bis(trifluoromethyl)phenyl)ethyl)-1H-pyrazol-4-yl)-[2,3'-bipyridine]-5'-carboxamide